α-glutamate C(CC(=O)O)[C@@H](C(=O)O)N